FC1=C(C(=CC=C1)F)C1=CC=CC2=C1C(=NO2)N2C(N1C(=C2)C([C@@H](C1)NS(=O)(=O)CC)(F)F)=O |o1:23| N-{(6R*)-2-[4-(2,6-difluorophenyl)-1,2-benzoxazol-3-yl]-7,7-difluoro-3-oxo-2,5,6,7-tetrahydro-3H-pyrrolo[1,2-c]imidazol-6-yl}ethanesulfonamide